N-[4-[(E)-3-[4-[2-Hydroxyethyl(methyl)amino]phenyl]prop-2-enoyl]phenyl]-2-methylfuran-3-carboxamide OCCN(C1=CC=C(C=C1)/C=C/C(=O)C1=CC=C(C=C1)NC(=O)C1=C(OC=C1)C)C